2-(4-(trifluoromethyl)cyclohexyl)ethan-1-ol FC(C1CCC(CC1)CCO)(F)F